F[C@H]1CN(C[C@@H](C1)NC=1N=NC(=C2C1C=NC=C2)C2=CC=C(C=C2)OC)C(=O)OC(C)(C)C tert-butyl (3R,5R)-3-fluoro-5-((1-(4-methoxyphenyl)pyrido[3,4-d]pyridazin-4-yl)amino)piperidine-1-carboxylate